(1S,2R,5R)-3-((6-((1-ethylpiperidin-4-yl)oxy)pyridin-3-yl)sulfonyl)-8-((2-methoxyethoxy)carbonyl)-3,8-diazabicyclo[3.2.1]octane C(C)N1CCC(CC1)OC1=CC=C(C=N1)S(=O)(=O)N1C[C@@H]2CC[C@H](C1)N2C(=O)OCCOC